N-[1-[3-[5-(2,2-difluoroethoxy)pyrimidin-2-yl]pyrazin-2-yl]ethyl]-3-(trifluoromethyl)-5-[2-(trifluoromethyl)cyclopropyl]benzamide FC(COC=1C=NC(=NC1)C=1C(=NC=CN1)C(C)NC(C1=CC(=CC(=C1)C1C(C1)C(F)(F)F)C(F)(F)F)=O)F